F\C=C\C E-1-fluoropropene